(S)-N-(7-(3-Hydroxy-3-methylbut-1-yn-1-yl)-5-methyl-4-oxo-2,3,4,5-tetrahydrobenzo[b][1,4]oxazepin-3-yl)-6-methyl-4-phenoxypicolinamid OC(C#CC1=CC2=C(OC[C@@H](C(N2C)=O)NC(C2=NC(=CC(=C2)OC2=CC=CC=C2)C)=O)C=C1)(C)C